dimethylphenyl-(3,4-dimethylbenzyl)ammonium tetrakis(pentafluorophenyl)borate FC1=C(C(=C(C(=C1[B-](C1=C(C(=C(C(=C1F)F)F)F)F)(C1=C(C(=C(C(=C1F)F)F)F)F)C1=C(C(=C(C(=C1F)F)F)F)F)F)F)F)F.C[N+](CC1=CC(=C(C=C1)C)C)(C1=CC=CC=C1)C